[1,2,4]-triazolo-[4,3-a]-pyridin-6-amine N=1N=CN2C1C=CC(=C2)N